8-cyclopentyl-5-methyl-2-((6-methylbenzo[d][1,3]dioxol-5-yl)amino)-5,8-dihydropteridine-6,7-dione C1(CCCC1)N1C(C(N(C=2C=NC(=NC12)NC1=CC2=C(OCO2)C=C1C)C)=O)=O